O[C@H](CC)C[C@@H](CC=C)[C@H](C)S(N)(=O)=O (3R,5R)-3-hydroxy-5-((1S)-1-sulfamoylethyl)-7-octen